C(C1=CC=CC=C1)(=O)OCCCCCC(C(C1=CC=CC=C1)=O)(O)NCC ethylaminohydroxybenzoyl-hexyl benzoate